C1(CC1)C1=CC(=NN1)NC1=NC(=NC2=CC(=C(C=C12)OC)OCCCN1CCCC1)N1CCOCC1 N-(5-cyclopropyl-1H-pyrazol-3-yl)-6-methoxy-2-morpholino-7-(3-(pyrrolidin-1-yl)propoxy)quinazolin-4-amine